FC(C(=O)O)(F)F.N1CCC(CC1)=O piperidin-4-one trifluoroacetic acid salt